5-((R)-7-(4-Bromo-3-(trifluoromethyl)benzoyl)-6-methyl-2-(methylsulfinyl)-4-oxo-5,6,7,8-tetrahydropyrido[3,4-d]pyrimidin-3(4H)-yl)-N,1-dimethyl-1H-imidazole-2-carboxamide BrC1=C(C=C(C(=O)N2CC=3N=C(N(C(C3C[C@H]2C)=O)C2=CN=C(N2C)C(=O)NC)S(=O)C)C=C1)C(F)(F)F